Dichlorophthalat ClC=1C(=C(C(C(=O)[O-])=CC1)C(=O)[O-])Cl